N1=CC(=CC=C1)C1=CC=C(C=C1)B(O)O 4-(PYRIDINE-3-YL)PHENYLBORONIC ACID